S(=O)(=O)(C1=CC=C(C)C=C1)NN=CC12CC(C1)(C2)C(=O)OC methyl 3-((2-tosylhydrazono)methyl)bicyclo[1.1.1]pentane-1-carboxylate